hydroxy-propyne OC#CC